3-[1,1'-biphenyl]-4-yl-6-fluoro-2-methyl-4(1H)-quinolinone C1(=CC=C(C=C1)C1=C(NC2=CC=C(C=C2C1=O)F)C)C1=CC=CC=C1